2-Butyl-4-(4-(((3S,4S)-3-fluoro-1-(piperidin-4-ylmethyl)piperidin-4-yl)oxy)-3-methoxyphenyl)-2,7-naphthyridin-1(2H)-one TFA salt OC(=O)C(F)(F)F.C(CCC)N1C(C2=CN=CC=C2C(=C1)C1=CC(=C(C=C1)O[C@@H]1[C@H](CN(CC1)CC1CCNCC1)F)OC)=O